C(CCCCCCCC)(=O)OOC(C)(C)C tert-butyl peroxypelargonate